C(C)NC(CN1N=C(C=CC1=O)C1=NC(=NO1)C1=CC(=CC=C1)OC(F)(F)F)=O N-ethyl-2-(6-oxo-3-[3-[3-(trifluoromethoxy)phenyl]-1,2,4-oxadiazol-5-yl]pyridazin-1-yl)acetamide